[2HH] The molecule is the stable isotope of hydrogen with relative atomic mass 2.014102 and a natural abundance of 0.0115 atom percent (from Greek deltaepsilonupsilontauepsilonrhoomicronnu, second). It contains a deuteron.